2-[4-[6-[(4-cyano-2-fluoro-phenyl)methoxy]-2-pyridyl]-1-piperidyl]acetic acid C(#N)C1=CC(=C(C=C1)COC1=CC=CC(=N1)C1CCN(CC1)CC(=O)O)F